6-(2,7-dichloro-8-fluoro-pyrido[4,3-d]pyrimidin-4-yl)-1,9-dioxa-6-azaspiro[3.6]decane ClC=1N=C(C2=C(N1)C(=C(N=C2)Cl)F)N2CC1(CCO1)COCC2